NC=1C(=NC=C(N1)Cl)[S-].[Na+] sodium 3-amino-5-chloropyrazine-2-thiolate